FC=1C=C2C=C(C=NC2=CC1)C 6-fluoro-3-methylquinolin